(S)-3-chloro-N-(3-(4-chlorobenzo[d]oxazol-2-yl)-1-((1-cyanocyclopropyl)amino)-1-oxopropan-2-yl)phenylpropionamide ClC=1C=C(C=CC1)[C@@H](C(=O)NC(C(=O)NC1(CC1)C#N)CC=1OC2=C(N1)C(=CC=C2)Cl)C